C1(CCCCC1)C1=CSC=C1C1CCCCC1 3,4-dicyclohexylthiophene